OC1=C(C=CC=C1)OS(=O)(=O)C1C2C(=C(C(C1)O2)C2=CC=C(C=C2)O)C2=CC=C(C=C2)NC(CCCCC[Se]C#N)=O.C(=C)[Si](OC)(OC)OC vinyltris(methoxy)silane 2-hydroxyphenyl-5-(4-hydroxyphenyl)-6-(4-(6-selenocyano-hexanamido)phenyl)-7-oxabicyclo[2.2.1]hept-5-ene-2-sulfonate